N1C=C(C2=CC=CC=C12)CN1N=CC2=C(C1=O)N(C1=C2CCN(C1)S(=O)(=O)C)C 3-((1H-indol-3-yl)methyl)-5-methyl-7-(methylsulfonyl)-3,5,6,7,8,9-hexahydro-4H-pyrido[4',3':4,5]pyrrolo[2,3-d]pyridazin-4-one